(S)-2-(cyanomethyl)-4-{7-(isoquinolin-1-yl)-2-[((S)-1-methylpyrrolidin-2-yl)methoxy]-5,6,7,8-tetrahydropyrido[3,4-d]pyrimidin-4-yl}piperazine-1-carboxylic acid tert-butyl ester C(C)(C)(C)OC(=O)N1[C@H](CN(CC1)C=1C2=C(N=C(N1)OC[C@H]1N(CCC1)C)CN(CC2)C2=NC=CC1=CC=CC=C21)CC#N